C(C1=CC=CC=C1)(=O)OC1=C(C(=CC(=C1)OCC1=CC=CC=C1)OCC1=CC=CC=C1)C(COCC1=CC=CC=C1)=O 3,5-bis(benzyloxy)-2-(2-(benzyloxy)acetyl)phenyl benzoate